Cl.NC(C(=O)O)C1CC1 amino(cyclopropyl)acetic acid hydrochloride